1,1-Dimethylethyl-3-{[4-(1,1-dimethylethyl)phenyl]methyl}-2,4,6(1H,3H,5H)-pyrimidinetrione CC(C)(C)N1C(N(C(CC1=O)=O)CC1=CC=C(C=C1)C(C)(C)C)=O